(2S,3aS,7aS)-1-((R)-2-hydroxybutanoyl)-N-((S)-3-oxo-1-((S)-2-oxopyrrolidin-3-yl)-4-(trifluoro-methoxy)butan-2-yl)octahydro-1H-indole-2-carboxamide O[C@@H](C(=O)N1[C@@H](C[C@@H]2CCCC[C@H]12)C(=O)N[C@@H](C[C@H]1C(NCC1)=O)C(COC(F)(F)F)=O)CC